5-(5,5-difluoro-4-hydroxy-3-(thiazol-4-yl)-5,6-dihydro-cyclopenta[b]pyrrol-1(4H)-yl)isophthalonitrile FC1(C(C2=C(N(C=C2C=2N=CSC2)C=2C=C(C=C(C#N)C2)C#N)C1)O)F